N4-methyl-terephthalamide CNC(C1=CC=C(C(=O)N)C=C1)=O